BrC=1C=C2C(=C(C(N(C2=CC1OC1COCC1)C)=O)C#N)N1CCC(CC1)C1=NC(=NO1)C1=C(C=CC=C1)C 6-bromo-1-methyl-4-{4-[3-(2-methylphenyl)-1,2,4-oxadiazol-5-yl]piperidin-1-yl}-2-oxo-7-[(oxolan-3-yl)oxy]-1,2-dihydroquinoline-3-carbonitrile